tert-Butyl (3-bromo-7-(4-((tert-butoxycarbonyl)amino)cyclohex-1-en-1-yl)-1-isopropyl-1H-pyrazolo[4,3-c]pyridin-4-yl)(tert-butoxycarbonyl)carbamate BrC1=NN(C2=C1C(=NC=C2C2=CCC(CC2)NC(=O)OC(C)(C)C)N(C(OC(C)(C)C)=O)C(=O)OC(C)(C)C)C(C)C